C1(=CC=C(C=C1)OC1=CC=C(C=O)C=C1)C 4-(p-tolyloxy)benzaldehyde